COC1=CC(=C(C=C1)C=1C=C2CC(C(C2=CC1)NC(O[C@@H]1CN2CCC1CC2)=O)(C)C)C (S)-quinuclidin-3-yl (5-(4-methoxy-2-methylphenyl)-2,2-dimethyl-2,3-dihydro-1H-inden-1-yl)carbamat